CN1CCC(CC1)CC=1C=C2C(=CN1)OC(=C2)C#N 5-((1-methylpiperidin-4-yl)methyl)furo[2,3-c]pyridine-2-carbonitrile